ClC1=C(C#N)C=CC(=C1)N1C=C(C=2C(C(CCC12)(F)F)O)C(F)(F)F 2-chloro-4-(5,5-difluoro-4-hydroxy-3-(trifluoromethyl)-4,5,6,7-tetrahydro-1H-indol-1-yl)benzonitrile